ClC1=NC(=NC(=C1C=1N=C2C=CC=CC2=C2C=CC=CC12)C1=CC=CC=C1)C1=CC=CC=C1 6-(4-chloro-2,6-diphenylpyrimidin-5-yl)phenanthridine